Methyl N-benzyl-O-(tert-butyldiphenylsilyl)-D-serinate C(C1=CC=CC=C1)N[C@H](CO[Si](C1=CC=CC=C1)(C1=CC=CC=C1)C(C)(C)C)C(=O)OC